CC=1N=C2CN(CC2=C2CCCC12)C(CC1CN(C1)C1=CC(=NC=C1)C(F)(F)F)=O 1-(5-methyl-3,6,7,8-tetrahydro-1H-2,4-diaza-as-indacen-2-yl)-2-[1-(2-trifluoromethyl-pyridin-4-yl)-azetidin-3-yl]-ethanone